m-chlorophenyl-boric acid ClC=1C=C(C=CC1)OB(O)O